C(C1=CC=CC=C1)NCC=1C=C2C(=NC1)N(C=C2C=2C=C1C(=CC=NC1=C(C2)F)N2C[C@@H](CCC2)NC(OC(C)(C)C)=O)S(=O)(=O)C2=CC=C(C=C2)C tert-Butyl N-[(3R)-1-(6-{5-[(benzylamino)methyl]-1-(4-methylbenzenesulfonyl)-1H-pyrrolo[2,3-b]pyridin-3-yl}-8-fluoroquinolin-4-yl)piperidin-3-yl]carbamate